CC(C)C=1N=NN(C1)CC(=O)NC1=CC=C(C=C1)NC1=NC=NC2=CC(=C(C(=C12)OC)OC)OC 2-[4-(prop-2-yl)-1H-1,2,3-triazol-1-yl]-N-{4-[(5,6,7-trimethoxyquinazolin-4-yl)amino]phenyl}acetamide